C(C(O)CC(=O)[O-])(=O)[O-].C(C(O)CC(=O)[O-])(=O)[O-].[Ca+2].[Ca+2] calcium dimalate